(1S,2S)-7-chloro-1-hydroxy-2,3-dihydro-1H-inden ClC=1C=CC=C2CC[C@@H](C12)O